1-dibenzylamino-3,4-dimethylenehex-5-ene C(C1=CC=CC=C1)N(CCC(C(C=C)=C)=C)CC1=CC=CC=C1